S(=O)(=O)(C1=CC=C(C)C=C1)N1C=C(C2=C1N=CN=C2)C=2SC=C(N2)C=2C=C(C=CC2)[C@@]2(CCN1C2=NC=C1)O (R)-7-(3-(2-(7-tosyl-7H-pyrrolo[2,3-d]pyrimidin-5-yl)thiazol-4-yl)phenyl)-6,7-dihydro-5H-pyrrolo[1,2-a]imidazol-7-ol